N-(4-(6-methoxy-7-(3-((1S,4S)-5-methyl-2,5-diazabicyclo[2.2.1]heptan-2-yl)propoxy)quinazoline-4-yl)phenyl)-2-(4-(trifluoromethyl)phenyl)acetamide COC=1C=C2C(=NC=NC2=CC1OCCCN1[C@@H]2CN([C@H](C1)C2)C)C2=CC=C(C=C2)NC(CC2=CC=C(C=C2)C(F)(F)F)=O